COC=1C=CC2=C(N=C(N=C2N)NC2CCN(CC2)C)N1 7-methoxy-N2-(1-methylpiperidin-4-yl)pyrido[2,3-d]pyrimidine-2,4-diamine